BrC=1C=C(N(CC2=CC=C(C=C2)OC)CC2=CC=C(C=C2)OC)C=C(C1)C 3-bromo-N,N-bis[(4-methoxyphenyl)methyl]-5-methyl-aniline